C1(CCCCC1)N1C(=NC2=C1C=CC(=C2)C=2C(=NOC2C)C)CC2=CC(=C(C=C2)F)F 4-(1-cyclohexyl-2-(3,4-difluorobenzyl)-1H-benzo[d]imidazol-5-yl)-3,5-dimethylisoxazole